β,β-dimethylacrylic acid CC(=CC(=O)O)C